CC(CO)CC(=C)C1C(C(=CC1)C)(C)C 2-methyl-4-(2,2,3-trimethyl-3-cyclopenten-1-yl)pent-4-enol